ClC1=CC=C(C=C1)C1C(=C(OC(=C1)C1=CC(=C(C(=C1)OC)OC)OC)C1SCCCS1)C1=CC=C(C=C1)OC(F)(F)F 4-(4-chlorophenyl)-2-(1,3-dithian-2-yl)-3-(4-(trifluoromethoxy)phenyl)-6-(3,4,5-trimethoxyphenyl)-4H-pyran